C(C)(C)OC1=C(C=[Ru](Cl)(Cl)(Cl)Cl)C=CC=C1 (2-isopropoxybenzylidene)ruthenium (vi) chloride